N(=[N+]=[N-])CCOCCOCCOCCOCCOCCO 17-Azido-3,6,9,12,15-pentaoxaheptadecan-1-ol